FC1=C2C(C(N=C(C2=CC=C1)C=1C=NC2=C(C=CC=C2C1)C)(C)C)(C)C 3-(5-fluoro-3,3,4,4-tetramethyl-3,4-dihydroisoquinolin-1-yl)-8-methylquinoline